1-(7-bromo-8-fluoro-2-(((2R,7aS)-2-Fluorotetrahydro-1H-pyrrolizine-7a(5H)-yl)methoxy)quinazolin-4-yl)-3-methylpiperidin-3-ol BrC1=CC=C2C(=NC(=NC2=C1F)OC[C@]12CCCN2C[C@@H](C1)F)N1CC(CCC1)(O)C